CN1N=C(C(=C1)C1COC2=C(O1)C(=CC(=C2)CN2C=NC=1C2=NC=C(C1)OC)OC)C 3-((2-(1,3-dimethyl-1H-pyrazol-4-yl)-8-methoxy-2,3-dihydrobenzo[b][1,4]dioxin-6-yl)methyl)-6-methoxy-3H-imidazo[4,5-b]pyridine